NC[C@H]1NC([C@H](SCC1)C1=CC(=CC=C1)C1=CC=CC=C1)=O (2R,5S)-5-(aminomethyl)-2-(3-phenylphenyl)-1,4-thiazepan-3-one